N-(2-sulfamoyl-pyridin-4-yl)-5-(trifluoro-methyl)-nicotinamide S(N)(=O)(=O)C1=NC=CC(=C1)NC(C1=CN=CC(=C1)C(F)(F)F)=O